3-{4-[2-(2-ethoxyethoxy)ethoxy]phenyl}-2-{4,7,10-tris[1-ethoxy-3-hydroxy-1-oxopropan-2-yl]-1,4,7,10-tetraazacyclododecane-1-yl}propanoic acid C(C)OCCOCCOC1=CC=C(C=C1)CC(C(=O)O)N1CCN(CCN(CCN(CC1)C(C(OCC)=O)CO)C(C(OCC)=O)CO)C(C(=O)OCC)CO